7-[(trans)-2-methyloxetan-3-yl]-2-[(1-methyl-3-propan-2-yloxypyrazol-4-yl)amino]pyrrolo[2,3-d]pyrimidine-6-carbonitrile C[C@@H]1OC[C@H]1N1C(=CC2=C1N=C(N=C2)NC=2C(=NN(C2)C)OC(C)C)C#N